Dibutyl-aminosilane Chromium-Manganese-Nickel [Ni].[Mn].[Cr].C(CCC)[SiH](N)CCCC